7-bromo-2-(3-(6-ethylpyridin-2-yl)-1H-pyrazol-4-yl)-1,5-naphthyridine BrC1=CN=C2C=CC(=NC2=C1)C=1C(=NNC1)C1=NC(=CC=C1)CC